C(C)OC(C(C(=O)OCC)(CC(C=1C=NC(=CC1)C(F)(F)F)=O)O)=O Hydroxy{2-oxo-2-[6-(trifluoromethyl)pyridin-3-yl]ethyl}malonic acid diethyl ester